C(C)(C)C1=C(C=C(C=C1)C)C1=C(C=C(C=C1OC)CCCCC)OC 2-(2-isopropyl-5-methyl-phenyl)-1,3-dimethoxy-5-pentyl-benzene